((4S,5S)-5-(2-fluorophenyl)-2,2-dimethyl-1,3-dioxolan-4-yl)methanol FC1=C(C=CC=C1)[C@H]1[C@@H](OC(O1)(C)C)CO